C(C)(C)(C)[C@@H]1CC=2C=C3C(=NC2CC1)SC(=C3)C(=O)N[C@H](CCN(CCO)CCO)C3=CC=C(C=C3)C3=CNC(C=C3)=O (6S)-6-tert-butyl-N-[(1R)-3-[bis(2-hydroxyethyl)amino]-1-[4-(6-oxo-1H-pyridin-3-yl)phenyl]propyl]-5,6,7,8-tetrahydrothieno[2,3-b]quinoline-2-carboxamide